C(#N)C1=CN=CC(=N1)C1=CC(=C(C=C1)NC(C(C)(C)C=1N=C(SC1)NS(=O)(=O)C1CC1)=O)C N-(4-(6-cyanopyrazin-2-yl)-2-methylphenyl)-2-(2-(cyclopropanesulfonylamino)thiazol-4-yl)-2-methylpropanamide